FC=1C(=NC=CC1C1=C(C2=C(N=C(N=C2NC2CC(C2)OC)C=2N(C=CN2)C)S1)C1=CC=CC=C1)OC 6-(3-Fluoro-2-methoxypyridin-4-yl)-N-((1r,3r)-3-methoxycyclobutyl)-2-(1-methyl-1H-imidazol-2-yl)-5-phenylthieno[2,3-d]pyrimidin-4-amine